2-(2-{5'-fluoro-3-isopropyl-1'-methyl-[4,6'-biindazol]-1-yl}acetamido)-N-{[(2H-1,2,3,4-tetrazol-5-yl)carbamoyl]methyl}acetamide FC=1C=C2C=NN(C2=CC1C=1C=2C(=NN(C2C=CC1)CC(=O)NCC(=O)NCC(NC=1N=NNN1)=O)C(C)C)C